C(#N)CNC([C@H](CC=1OC2=C(N1)C=CC(=C2)C2=CC(=NC=C2)C)NC(=O)C2=CC(=NN2C2CC2)C2(CC2)C)=O (S)-N-(1-((cyanomethyl)amino)-3-(6-(2-methylpyridin-4-yl)benzo[d]oxazol-2-yl)-1-oxopropan-2-yl)-1-cyclopropyl-3-(1-methylcyclopropyl)-1H-pyrazole-5-carboxamide